C1=C(C=CC=C1)CCO benzene-2-ethanol